(2-(3-bromo-2-methylphenyl)-6-(trifluoromethyl)benzo[d]oxazol-5-yl)methanol BrC=1C(=C(C=CC1)C=1OC2=C(N1)C=C(C(=C2)C(F)(F)F)CO)C